C1=CC=CC=2SC3=CC=CC=C3SC12.COC1=C(C=O)C=CC=C1 2-methoxybenzaldehyde thianthrene salt